4-[[2-(4-morpholin-4-ylphenyl)imidazo[1,2-a]pyrazin-3-yl]amino]benzoic acid N1(CCOCC1)C1=CC=C(C=C1)C=1N=C2N(C=CN=C2)C1NC1=CC=C(C(=O)O)C=C1